(S)-N-(1-(5-(3-(2-chloro-7-(1-methoxyethyl)pyrazolo[1,5-a]pyrimidin-6-yl)ureido)-3-(trifluoromethyl)pyridin-2-yl)-1H-pyrazol-4-yl)-2-fluoroacetamide ClC1=NN2C(N=CC(=C2[C@H](C)OC)NC(NC=2C=C(C(=NC2)N2N=CC(=C2)NC(CF)=O)C(F)(F)F)=O)=C1